dipyridine hydrochloride Cl.N1=CC=CC=C1.N1=CC=CC=C1